tertbutyl sulfide C(C)(C)(C)SC(C)(C)C